L-tertiary-leucine methyl ester hydrochloride Cl.COC([C@@H](N)C(C)(C)C)=O